COC1=CC=C(C=C1)SC=1C(=NN2C1N=CC1=C2NC2=CC=CC=C12)C 3-((4-methoxyphenyl)thio)-2-methyl-10H-pyrazolo[5',1':2,3]pyrimido[4,5-b]indole